C(C)N1C(=NNC1)CO 4-ethyl-3-(hydroxymethyl)-1H-1,2,4-triazol